2,3,3-trimethyl-1-propyl-3H-indol-1-ium iodide [I-].CC1=[N+](C2=CC=CC=C2C1(C)C)CCC